3-(5-isoquinolyl)pyridine-2,6-diamine C1=NC=CC2=C(C=CC=C12)C=1C(=NC(=CC1)N)N